C(C)(C)(C)N=[Ta](N(CC)C)(N(CC)C)N(C)CC tertiary butyl-iminotris(ethylmethylamino)tantalum